5-((6-morpholinopyridin-3-yl)oxy)thiazol-2-amine O1CCN(CC1)C1=CC=C(C=N1)OC1=CN=C(S1)N